C(C=C)OC(=O)C1C(C=CCC1C)C(=O)OCC=C.C(#N)C=1C(=NC(=C(C1CC)C#N)N1CCC(CC1)(CO)O)SC(C(=O)N)C1=CC=CC=C1 2-((3,5-dicyano-4-ethyl-6-(4-hydroxy-4-(hydroxymethyl)piperidin-1-yl)pyridin-2-yl)thio)2-phenyl-acetamide bis(prop-2-enyl)6-methylcyclohex-3-ene-1,2-dicarboxylate